5-((2S,3R,4S,5R)-3,4-dihydroxy-5-(hydroxymethyl)tetrahydrofuran-2-yl)-1-(1-methylazetidin-3-yl)pyrimidine-2,4(1H,3H)-dione hexyl-cyclohexyl-adipate (hexyl-cyclohexyladipate) C(CCCCC)C(C(=O)O)(CCCC(=O)O)C1CCCCC1.C(CCCCC)C(C(=O)O)(CCCC(=O)O)C1CCCCC1.O[C@H]1[C@@H](O[C@@H]([C@H]1O)CO)C=1C(NC(N(C1)C1CN(C1)C)=O)=O